FC(O[C@H]1C[C@H](C1)C1=NOC(=N1)C12CC(C1)(C2)N)(F)F 3-(3-(cis-3-(trifluoromethoxy)cyclobutyl)-1,2,4-oxadiazol-5-yl)bicyclo[1.1.1]pentan-1-amine